1-[3-acetyl-6-[5-[(5-methylpyrazin-2-yl)amino]benzimidazol-1-yl]-2-pyridinyl]-5-methyl-pyrazole-3-carbonitrile C(C)(=O)C=1C(=NC(=CC1)N1C=NC2=C1C=CC(=C2)NC2=NC=C(N=C2)C)N2N=C(C=C2C)C#N